C1(=CCCCC1)C1C2C=CC(C1)C2 5-cyclohexenylbicyclo[2.2.1]hept-2-ene